C(C)C(CC(C(=O)O)C1=C(N=C(S1)C1=CC=CC=C1)C1=CC=C(C=C1)Cl)(N)CC diethyl-aminoethyl-4-(4-chlorophenyl)-2-phenyl-5-thiazoleacetic acid